4,4'-(1,6-hexanediylbis(oxy))bis-benzamidine C(CCCCCOC1=CC=C(C(=N)N)C=C1)OC1=CC=C(C(=N)N)C=C1